3-(2-(2-(2-mercaptoethoxy)ethoxy)ethoxy)propanoic acid SCCOCCOCCOCCC(=O)O